((7-(pyridin-2-ylmethoxy)-3,4-dihydroisoquinolin-2(1H)-yl)methyl)-1H-benzo[d]imidazole-6-carboxylic acid N1=C(C=CC=C1)COC1=CC=C2CCN(CC2=C1)CN1C=NC2=C1C=C(C=C2)C(=O)O